P(OC1COCC1O[Si](C)(C)C(C)(C)C)(O)=O 4-((tert-butyldimethylsilyl)oxy)tetrahydrofuran-3-yl hydrogen phosphonate